1,3-dimethyl-1H-Imidazolium chlorid [Cl-].CN1C=[N+](C=C1)C